S1C(=NC2=C1C=CC=C2)C2=C(C=C(C=C2)OC)NC(C2=CC=C(C=C2)C(F)(F)F)=O N-(2-(benzo[d]thiazol-2-yl)-5-methoxyphenyl)-4-(trifluoromethyl)benzamide